1-(4-(1H-pyrrolo[2,3-b]pyridin-1-yl)pyrimidin-2-yl)-N4-(2-(dimethylamino)ethyl)-2-methoxy-N4-methyl-5-nitrobenzene-1,4-diamine N1(C=CC=2C1=NC=CC2)C2=NC(=NC=C2)C2(C(C=C(C(=C2)[N+](=O)[O-])N(C)CCN(C)C)OC)N